4-methyl-pentanoic acid (S)-1-[[(2S,3S)-3-hexyl-4-oxo-cyclobutyl] methyl]-dodecyl ester C(CCCCC)[C@H]1CC(C1=O)C[C@H](CCCCCCCCCCC)OC(CCC(C)C)=O